COC(C1=CC(=C(C=C1)OCC(=O)OC(C)(C)C)OC)=O 4-(2-tert-butoxy-2-oxo-ethoxy)-3-methoxy-benzoic acid methyl ester